N1(N=CC=C1)CCC(=O)N1CC(=CCC1)C1=CC(=C2C=C(NC2=C1F)C(=O)O)C1=C(C=CC=C1)OC 6-(1-(3-(1H-pyrazol-1-yl)propanoyl)-1,2,5,6-tetrahydropyridin-3-yl)-7-fluoro-4-(2-methoxyphenyl)-1H-indole-2-carboxylic acid